[Si](C)(C)(C(C)(C)C)OC[C@@H]1[C@H]([C@H]([C@@H](O1)N1C2=NC=NC(=C2N=C1)NC(C1=CC=CC=C1)=O)F)O N-(9-((2r,3r,4r,5r)-5-(((tert-butyldimethylsilyl)oxy)methyl)-3-fluoro-4-hydroxytetrahydrofuran-2-yl)-9H-purin-6-yl)benzamide